CC(C(C)O)CCCC(C)(OC)C 3,7-dimethyl-7-methoxy-octane-2-ol